Methyl-2-cyclopropyl-6-isopropyl-3-(3-methoxypropoxy)-6-methyl-10-oxo-5,10-dihydro-6H-pyrido[1,2-h][1,7]naphthyridine-9-carboxylate COC(=O)C=1C(C=C2N(C(CC=3C=C(C(=NC23)C2CC2)OCCCOC)(C)C(C)C)C1)=O